IC1=C(C=C(C=C1I)I)CO 2,3,5-triiodobenzenemethanol